OC1=C(C=CC=C1)[C@H]1[C@@H](CNC1)C(=O)O trans-4-(2-hydroxy-phenyl)-pyrrolidine-3-carboxylic acid